2-(2-ethylhexyl)-2-(2-methylbutyl)-1,3-dimethoxypropane C(C)C(CC(COC)(COC)CC(CC)C)CCCC